chlorononyl (trifluoromethyl) sulfide FC(F)(F)SCCCCCCCCCCl